O[C@H](CCC1=C(C=C(C(=C1)OC)OC)OC)C=1C=C(OCC(=O)OC(C)(C)C)C=CC1 tert-butyl (R)-2-(3-(1-hydroxy-3-(2,4,5-trimethoxyphenyl)propyl)phenoxy)acetate